hydroxy-α,α-dimethylacetophenone OC(C(=O)C1=CC=CC=C1)(C)C